1-(3-Chloro-4-fluoro-phenyl)-3-[3-(4-Chloro-2-isopropyl-2H-pyrazol-3-yl)-4-methoxyphenyl]-urea ClC=1C=C(C=CC1F)NC(=O)NC1=CC(=C(C=C1)OC)C=1N(N=CC1Cl)C(C)C